3-amino-5-(4-fluorophenyl)-6-(3-methylimidazo[1,2-a]pyridin-6-yl)-N-((1-methylpyrrolidin-2-yl)methyl)pyrazine-2-carboxamide NC=1C(=NC(=C(N1)C1=CC=C(C=C1)F)C=1C=CC=2N(C1)C(=CN2)C)C(=O)NCC2N(CCC2)C